(Trifluoromethyl)benzamidine FC(F)(F)C1=C(C(=N)N)C=CC=C1